2,6-DIMETHYL-NONANE CC(C)CCCC(CCC)C